CC(CCC)(C)C=1C=CC2=C(OC([C@H]3[C@H]2CC(=CC3)C)(C)C)C1 (6aR,10aR)-3-(1,1-dimethylbutyl)-6a,7,10,10a-tetrahydro-6,6,9-trimethyl-6H-dibenzo[b,d]pyran